C(CC)C1=CC(=C(C(=C1)OC)O)OC 4-propyl-2,6-dimethoxyphenol